(R)-3-(1-(difluoromethylene)-4-hydroxy-2,3-dihydro-1H-inden-5-yl)-4-methyl-6-((1-methylpiperidin-3-yl)amino)-1,2,4-triazin-5(4H)-one FC(=C1CCC2=C(C(=CC=C12)C1=NN=C(C(N1C)=O)N[C@H]1CN(CCC1)C)O)F